8-(Heptyloxy)-N-(4-nitrophenyl)-2,6-dioctyl-N-phenyl-1,2,3,5,6,7-hexahydropyrrolo[3,4-f]isoindol-4-amine C(CCCCCC)OC1=C2CN(CC2=C(C2=C1CN(C2)CCCCCCCC)N(C2=CC=CC=C2)C2=CC=C(C=C2)[N+](=O)[O-])CCCCCCCC